BrC=1C=CC=2C(=NC=CN2)N1 6-bromopyrido[2,3-b]pyrazine